salicylamide sodium salt [Na+].C(C=1C(O)=CC=CC1)(=O)[NH-]